BrC=1C=C2C(=NC1)N(N=C2C(=O)O)COCC[Si](C)(C)C 5-bromo-1-((2-(trimethylsilyl)ethoxy)methyl)-1H-pyrazolo[3,4-b]pyridine-3-carboxylic acid